C1(CCCC1)OCCC(=O)NC=1C=C(C=C(C1)C(F)(F)F)NC(=O)[N-]C1=C[N+](=NO1)CC1=NC=CC=C1 ((3-(3-(Cyclopentyloxy)propanamido)-5-(trifluoromethyl)phenyl)carbamoyl)(3-(pyridin-2-ylmethyl)-1,2,3-oxadiazol-3-ium-5-yl)amide